CC1=NC2=CC=CC=C2C(=N1)S 2-methyl-quinazoline-4-thiol